4-(4-amino-6-(4-methacrylamidophenyl)pyrrolo[2,1-f][1,2,4]triazin-5-yl)-N-cyclobutyl-benzamide NC1=NC=NN2C1=C(C(=C2)C2=CC=C(C=C2)NC(C(=C)C)=O)C2=CC=C(C(=O)NC1CCC1)C=C2